ClC1=C(C(=NC=N1)NC1=CC=CC2=CC=CC=C12)N 6-chloro-N4-(naphthalen-1-yl)pyrimidine-4,5-diamine